N'-(2,4-dichlorophenyl)-3-(trifluoromethyl)-1H-pyrazole-4-sulfonyl-hydrazine ClC1=C(C=CC(=C1)Cl)NNS(=O)(=O)C=1C(=NNC1)C(F)(F)F